5-naphthylnorbornene C1(=CC=CC2=CC=CC=C12)C1C2C=CC(C1)C2